4-((R)-1-Hydroxy-2-(((R)-pentan-2-yl)amino)ethyl)phenol Hemisulphate S(=O)(=O)(O)OC1=CC=C(C=C1)[C@H](CN[C@H](C)CCC)O